(2R,5'S)-4-methoxy-5'-methyl-3H-spiro[furo[3,2-c]pyridine-2,3'-pyrrolidine] COC1=NC=CC2=C1C[C@@]1(CN[C@H](C1)C)O2